(2S,4R)-1-[(2S)-2-[4-[(4-fluorophenoxy)methyl]triazol-1-yl]-3,3-dimethyl-butanoyl]-4-hydroxy-N-methyl-pyrrolidine-2-carboxamide FC1=CC=C(OCC=2N=NN(C2)[C@H](C(=O)N2[C@@H](C[C@H](C2)O)C(=O)NC)C(C)(C)C)C=C1